1'-(tert-butoxycarbonyl)-5-formyl-3H-spiro[benzo[b][1,4]dioxine-2,4'-piperidine]-6-carboxylic acid C(C)(C)(C)OC(=O)N1CCC2(CC1)COC1=C(O2)C=CC(=C1C=O)C(=O)O